Benzyl 1-tetrahydrofuran-2-ylcyclobutanecarboxylate O1C(CCC1)C1(CCC1)C(=O)OCC1=CC=CC=C1